C(C)(C)(C)OC(=O)N1CCC(CC1)CN1CCN(CC1)C=1C(=CC2=C(C(C=3NC4=CC(=CC=C4C3C2=O)C#N)(C)C)C1)C 4-((4-(3-cyano-6,6,9-trimethyl-11-oxo-6,11-dihydro-5H-benzo[b]carbazol-8-yl)piperazin-1-yl)methyl)piperidine-1-carboxylic acid tert-butyl ester